O[C@H]1C[C@H]2CC[C@H]3[C@@H]4CCC([C@@]4(C)CC[C@@H]3[C@]2(CC1)C)=O 3α-hydroxy-5β-androstan-17-one